2-((1R,5S,6S)-3-(7,7-difluoro-2-((S)-2-methylazetidin-1-yl)-6,7-dihydro-5H-cyclopenta[d]pyrimidin-4-yl)-3-azabicyclo[3.1.1]hept-6-yl)-1-(piperazin-1-yl)ethan-1-one FC1(CCC2=C1N=C(N=C2N2C[C@H]1C([C@@H](C2)C1)CC(=O)N1CCNCC1)N1[C@H](CC1)C)F